Cl.C1=CC=CC=2C3=CC=CC=C3C(C12)COC(=O)N1CCNCC1 1-Piperazinecarboxylic acid-9H-fluoren-9-ylmethyl ester hydrochloride